O=C1N(CCC(N1)=O)C=1C=C(CN2CCN(CC2)C2=CC=C(C=N2)C=2C=C(C=3C=NN(C3C2)C(C)C)C(=O)NCC=2C(NC(=CC2CCC)C)=O)C=CC1 6-(6-(4-(3-(2,4-dioxotetrahydropyrimidin-1(2H)-yl)benzyl)piperazin-1-yl)pyridin-3-yl)-1-isopropyl-N-((6-methyl-2-oxo-4-propyl-1,2-dihydropyridin-3-yl)methyl)-1H-indazole-4-carboxamide